(2R)-2-(aminomethyl)morpholine-4-carboxylic acid tert-butyl ester C(C)(C)(C)OC(=O)N1C[C@H](OCC1)CN